(p-methoxyphenyl)-N-(3-carboxyphenyl)nitrone COC1=CC=C(C=C1)C=[N+]([O-])C1=CC(=CC=C1)C(=O)O